Diethyl (quinolin-2-ylmethyl)phosphonate N1=C(C=CC2=CC=CC=C12)CP(OCC)(OCC)=O